(R)-N-((3,5-dichloro-4-(((R)-4-(dimethylamino)-1-(4-fluorophenoxy)butan-2-yl)amino)phenyl)sulfonyl)-2-methyltetrahydro-2H-pyran-2-carboxamide ClC=1C=C(C=C(C1N[C@@H](COC1=CC=C(C=C1)F)CCN(C)C)Cl)S(=O)(=O)NC(=O)[C@@]1(OCCCC1)C